allyl monomethyl phosphate P(=O)(OCC=C)(OC)[O-]